3-methyl-1,5-pentane-diol CC(CCO)CCO